CC1=CC=C(C=C1)S(=O)(=O)N\N=C\1/C(CCCC1)C(F)(F)F 4-methyl-N-[(Z)-[2-(trifluoromethyl)cyclohexylidene]amino]benzenesulfonamide